5-(benzyloxy)-6-hydrazineylnicotinic acid C(C1=CC=CC=C1)OC=1C(=NC=C(C(=O)O)C1)NN